[N+](=O)([O-])C1=CC=C(C=C1)OC(NC1=CC(=C(C=C1)C1=CN=C(S1)C1=CC=C(C=C1)[N+](=O)[O-])S(NC(C)(C)C)(=O)=O)=O (3-(N-(tert-butyl)sulfamoyl)-4-(2-(4-nitrophenyl)thiazol-5-yl)phenyl)carbamic acid 4-nitrophenyl ester